FC=1C=C(C=C(C1OC1=C2C(=NC=C1)N(C=C2C2=C(SC=C2)C)COCC[Si](C)(C)C)F)NC(=O)NCC2(COC2)C 1-(3,5-difluoro-4-{[3-(2-methyl-3-thienyl)-1-{[2-(trimethylsilyl)ethoxy]methyl}-1H-pyrrolo[2,3-b]pyridin-4-yl]oxy}phenyl)-3-[(3-methyloxetan-3-yl)methyl]urea